(E)-but-2-enoic acid 2-methylpent-3-yl ester CC(C)C(CC)OC(\C=C\C)=O